(S)-2-((1-(5-(3-isopropylphenyl)-1,3,4-thiadiazol-2-yl)ethyl)carbamoyl)-4-methoxypyridin-3-yl isobutyrate C(C(C)C)(=O)OC=1C(=NC=CC1OC)C(N[C@@H](C)C=1SC(=NN1)C1=CC(=CC=C1)C(C)C)=O